C1(=CC=CC=C1)P(=O)(C1=CC=CC=C1)C1OC2=CC=C(C=C2C(C1)=O)OC 2-(diphenylphosphoryl)-6-methoxychroman-4-one